[4-[4-(trifluoromethoxy)phenyl]-6,7-dihydro-5H-cyclopenta[d]pyrimidin-2-yl]methanamine FC(OC1=CC=C(C=C1)C=1C2=C(N=C(N1)CN)CCC2)(F)F